CCCC(OC(=O)C)(OC(=O)C)OC(=O)C Butanetriol triacetate